CC12COC(CO1)(OC2)OC(C=C)=O 4-methyl-2,5,7-trioxabicyclo[2.2.2]octan-1-ylacrylate